BrC1=C(C=CC=C1)[C@@H](C)C1=C(C=CC=C1)OC (S)-1-bromo-2-(1-(2-methoxyphenyl)ethyl)benzene